ClC(=C(F)F)C(=C(F)F)F 2-chloropentafluoro-1,3-butadiene